C(C1=CC=CC=C1)N1CCN(CC1)N=CC=1C(=NN(C1C)C1=CC=CC=C1)C (4-benzyl-piperazin-1-yl)-(3,5-dimethyl-1-phenyl-1H-pyrazol-4-ylmethylene)-amine